4-Isopentyl-piperidine C(CC(C)C)C1CCNCC1